C(C)C(C(=O)[O-])=C.[NH4+].FC(C)(C)C1=NC=CC(=N1)NC1=CC(=NC=C1C1=NC=NC(=C1)OC)NC(C)=O N-(4-((2-(2-fluoroprop-2-yl)pyrimidin-4-yl)amino)-5-(6-methoxypyrimidin-4-yl)pyridin-2-yl)acetamide ammonium 2-ethyl-acrylate